dichlorogold (I) Cl[Au-]Cl